CC1CC(OCC1)C=C(CC)C 4-methyl-2-(2-methylbut-1-en-1-yl)tetrahydro-2H-pyran